FC=1C=C(CN2C(=NC3=C2C=CC=C3)N3CCC(CC3)OC=3C2=C(N=CN3)C(=CN2C)C(=O)NC2=CC(=CC=C2)F)C=CC1 4-((1-(1-(3-fluorobenzyl)-1H-benzo[d]imidazol-2-yl)piperidin-4-yl)oxy)-N-(3-fluorophenyl)-5-methyl-5H-pyrrolo[3,2-d]pyrimidine-7-carboxamide